methyl 3-(4-bromophenyl)propanoate BrC1=CC=C(C=C1)CCC(=O)OC